2,4,6-trimethoxybenzenesulfonamide (+/-)-tert-butyl-(piperidin-2-ylmethyl)carbamate C(C)(C)(C)N(C(O)=O)C[C@@H]1NCCCC1.COC1=C(C(=CC(=C1)OC)OC)S(=O)(=O)N |r|